(R)-1-(2,5-difluoropyridin-3-yl)ethyl (1-methyl-4-(5-(2,2,2-trifluoro-1-hydroxyethyl) pyrimidin-2-yl)-1H-pyrazol-5-yl)carbamate CN1N=CC(=C1NC(O[C@H](C)C=1C(=NC=C(C1)F)F)=O)C1=NC=C(C=N1)C(C(F)(F)F)O